2'-amino-5-chloro-N-(4-(N,N-dimethylsulfamoyl)-3-(trifluoromethyl)phenyl)-2,4'-difluoro-[1,1'-biphenyl]-4-carboxamide NC1=C(C=CC(=C1)F)C1=C(C=C(C(=C1)Cl)C(=O)NC1=CC(=C(C=C1)S(N(C)C)(=O)=O)C(F)(F)F)F